4-(5-((2,4-dimethylpyridin-3-yl)oxy)-1-(2-ethyl-2-hydroxybutyl)-1H-indazol-6-yl)-N-ethyl-6-methyl-7-oxo-6,7-dihydro-1H-pyrrolo[2,3-c]pyridine-2-carboxamide CC1=NC=CC(=C1OC=1C=C2C=NN(C2=CC1C=1C2=C(C(N(C1)C)=O)NC(=C2)C(=O)NCC)CC(CC)(O)CC)C